4-((2S,4S)-4-hydroxy-2-methylpyrrolidine-1-carbonyl)-N-(3-((S)-1-((4-methyl-4H-1,2,4-triazol-3-yl)thio)ethyl)phenyl)picolinamide O[C@H]1C[C@@H](N(C1)C(=O)C1=CC(=NC=C1)C(=O)NC1=CC(=CC=C1)[C@H](C)SC1=NN=CN1C)C